4-({3-[4-({1-[2-(4-hydroxypiperidin-1-yl)-2-oxoethyl]piperidin-4-yl}amino)-1-(2,2,2-trifluoroethyl)-1H-indol-2-yl]prop-2-yn-1-yl}amino)benzene-1-sulfonamide OC1CCN(CC1)C(CN1CCC(CC1)NC1=C2C=C(N(C2=CC=C1)CC(F)(F)F)C#CCNC1=CC=C(C=C1)S(=O)(=O)N)=O